BrC1=C(C(=CC(=C1)C(C(F)(F)F)(C(F)(F)F)F)C(F)(F)F)NC(C1=C(C(=CC=C1)N(C(C1=CC=CC=C1)=O)CC1CC1)F)=O N-(2-Bromo-4-(perfluoropropan-2-yl)-6-(trifluoromethyl)phenyl)-3-(N-(cyclopropylmethyl)benzamido)-2-fluorobenzamid